(1'R,2'R)-5'-methyl-4-pentyl-2'-(prop-1-en-2-yl)-1',2',3',4'-tetrahydro-[1,1'-biphenyl]-2,6-diyl bis(pyrrolidine-3-carboxylate) N1CC(CC1)C(=O)OC1=C(C(=CC(=C1)CCCCC)OC(=O)C1CNCC1)[C@H]1[C@@H](CCC(=C1)C)C(=C)C